difluoro-2',5'-dimethoxy-4,4''-bis(trifluoromethoxy)-1,1':4',1''-terphenyl FC1=C(C(=C(C(=C1C1=CC=C(C=C1)OC(F)(F)F)OC)F)C1=CC=C(C=C1)OC(F)(F)F)OC